(R)-2-((1-(3-cyano-2-(4-cyano-4-methylpiperidin-1-yl)-7-methyl-4-oxo-4H-pyrido[1,2-a]pyrimidin-9-yl)ethyl)amino)benzoic acid C(#N)C1=C(N=C2N(C1=O)C=C(C=C2[C@@H](C)NC2=C(C(=O)O)C=CC=C2)C)N2CCC(CC2)(C)C#N